(R)-2-(1-(2-(2-methoxyphenyl)-2-(oxetan-3-yloxy)ethyl)-5-methyl-6-(oxazol-2-yl)-2,4-dioxo-1,2-dihydrothieno[2,3-d]pyrimidin-3(4H)-yl)-2-methylpropanoic acid COC1=C(C=CC=C1)[C@H](CN1C(N(C(C2=C1SC(=C2C)C=2OC=CN2)=O)C(C(=O)O)(C)C)=O)OC2COC2